COCC(C1=CC(=CC=C1)OCC(F)(F)F)NC(=O)NC1CC2(C1)CCC2 1-{2-Methoxy-1-[3-(2,2,2-trifluoro-ethoxy)-phenyl]-ethyl}-3-spiro[3.3]hept-2-yl-urea